dimethylallyl phosphate (3-methylbut-2-enyl dihydrogen phosphate) CC(=CCOP(=O)(O)O)C.P(=O)(OCC=C(C)C)(O)O